N6-D-fructosyl-L-lysine OCC1([C@@H](O)[C@H](O)[C@H](O1)CO)NCCCC[C@H](N)C(=O)O